1-undecanethiool C(CCCCCCCCCC)S